(3S)-3-methyl-1-(2-{1-[3-(trifluoromethoxy)phenyl]-1H-pyrazol-4-yl}-1,3-thiazole-4-carbonyl)piperazine C[C@H]1CN(CCN1)C(=O)C=1N=C(SC1)C=1C=NN(C1)C1=CC(=CC=C1)OC(F)(F)F